C(CC(C)C)C(=O)CCC(C)C Diisoamyl ketone